2-[4-(difluoromethyl)phenyl]Acetamide FC(C1=CC=C(C=C1)CC(=O)N)F